vinyl trimethylsiloxy silicate [Si](OC=C)(OO[Si](C)(C)C)([O-])[O-]